methyl (S)-2-((tert-butoxycarbonyl) amino)-4-phenylbutyrate C(C)(C)(C)OC(=O)N[C@H](C(=O)OC)CCC1=CC=CC=C1